4-(hydroxymethyl)-3-(1H-benzimidazol-5-yl)benzoic acid OCC1=C(C=C(C(=O)O)C=C1)C1=CC2=C(NC=N2)C=C1